2,3-dimethylene-2,3-dihydrobenzene C=C1C=CC=CC1=C